N-(4-(2,5-difluorophenyl)-2-(3-(trifluoromethyl)tetrahydro-2H-pyran-2-yl)pyridin-3-yl)-2-isopropylpyrimidine-5-carboxamide FC1=C(C=C(C=C1)F)C1=C(C(=NC=C1)C1OCCCC1C(F)(F)F)NC(=O)C=1C=NC(=NC1)C(C)C